N-(5-((6-((R)-3-(2,3-dichlorophenyl)isoxazolidine-2-yl)pyrimidine-4-yl)amino)-2-(4-(2-(dimethylamino)ethyl)piperazine-1-yl)-4-methoxyphenyl)acrylamide ClC1=C(C=CC=C1Cl)[C@@H]1N(OCC1)C1=CC(=NC=N1)NC=1C(=CC(=C(C1)NC(C=C)=O)N1CCN(CC1)CCN(C)C)OC